BrC=1C(=NC(=NC1OC)N(CC1=CC=C(C=C1)OC)CC1=CC=C(C=C1)OC)OC (5-bromo-4,6-dimethoxypyrimidin-2-yl)bis-(4-methoxybenzyl)-amine